tert-butyl 4-{2-[5-bromo-4-(4-chlorophenyl)-2-(6-methoxypyridin-3-yl)-1H-imidazol-1-yl]acetyl}piperazine-1-carboxylate BrC1=C(N=C(N1CC(=O)N1CCN(CC1)C(=O)OC(C)(C)C)C=1C=NC(=CC1)OC)C1=CC=C(C=C1)Cl